C1(=CCC1)C(=O)N1CC(C1)C1=NC(=C2N=CN(C2=N1)C)C1=CC=C(C=C1)OC(F)(F)F cyclobut-1-en-1-yl-(3-(9-methyl-6-(4-(trifluoromethoxy)phenyl)-9H-purin-2-yl)azetidin-1-yl)methanone